N-[2-[1-[2-[4-[4-[(2,6-dioxo-3-piperidyl)amino]phenyl]-1-piperidyl]-2-oxo-ethyl]-4-piperidyl]-7-isopropoxy-imidazo[1,2-a]pyridin-6-yl]pyridine-2-carboxamide O=C1NC(CCC1NC1=CC=C(C=C1)C1CCN(CC1)C(CN1CCC(CC1)C=1N=C2N(C=C(C(=C2)OC(C)C)NC(=O)C2=NC=CC=C2)C1)=O)=O